BrC=1C=CC(=C(C1)CNC(OC(C)(C)C)=O)O tert-butyl N-[(5-bromo-2-hydroxy-phenyl)methyl]carbamate